FC(C(=O)O)(F)F.NC=1NC(=NN1)N1CCC(CC1)N1C[C@@H](OC[C@@H]1CC1=CC=C(C=C1)Cl)C(CC)(CC)O 3-((2R,5S)-4-(1-(5-amino-4H-1,2,4-triazol-3-yl)piperidin-4-yl)-5-(4-chlorobenzyl)-morpholin-2-yl)pentan-3-ol 2,2,2-trifluoroacetate